OCC(COC(C1=C(C=CC=C1OC)OC)=O)(C)C 2,6-dimethoxybenzoic acid 3-hydroxy-2,2-dimethylpropyl ester